(1R,3S)-3-[3-({[1-(2-methoxyethyl)-1H-pyrazol-5-yl]carbonyl}amino)-1H-pyrazol-5-yl]cyclopentyl tert-butylcarbamate C(C)(C)(C)NC(O[C@H]1C[C@H](CC1)C1=CC(=NN1)NC(=O)C1=CC=NN1CCOC)=O